C(#N)C=1C(=CC(=NC1)NC(=O)N1CCCC2=CC(=C(N=C12)C=O)CN1C(OCC1)=C=O)N1C[C@H](CC1)OC (S)-N-(5-cyano-4-(3-methoxypyrrolidin-1-yl)pyridin-2-yl)-7-formyl-6-((2-carbonyloxazolidin-3-yl)methyl)-3,4-dihydro-1,8-naphthyridine-1(2H)-carboxamide